C1(CC1)CNC=1C=C(C=CC1C)C1=CC=C(C=C1)CCN1CCN(CC1)C N-(Cyclopropylmethyl)-4-methyl-4'-(2-(4-methylpiperazin-1-yl)ethyl)-[1,1'-biphenyl]-3-amine